C(C)C=1C=C(C=C(C1)CC)N(C)C 3,5-diethyl-N,N-dimethylbenzenamine